BrC=1C(=NC(=NC1OC)NS(=O)(=O)C1=CNC(=C1)C=1SC=CN1)OC N-(5-bromo-4,6-dimethoxypyrimidin-2-yl)-5-(thiazol-2-yl)-1H-pyrrol-3-sulfonamide